α-ethyl-5-tosyl-5,5a,6,11-tetrahydrobenzo[4,5]imidazo[1,2-b]isoquinoline C(C)C1=CC=CC=2N(C3N(CC4=CC=CC=C4C3)C21)S(=O)(=O)C2=CC=C(C)C=C2